CN1C(C2(CN(CC(C1C=1SC=CN1)(C2=O)C(=O)OC)CC2=NC=CC=C2)C(=O)OC)C=2SC=CN2 dimethyl 3-methyl-9-oxo-2,4-di(thiazol-2-yl)-7-(pyridin-2-ylmethyl)-3,7-diazabicyclo[3.3.1]Nonane-1,5-dicarboxylate